8-cyano-5-methyl-3,6-dioxa-1-octene C(#N)CCOC(COC=C)C